8-methoxy-5,6-dimethyl-6H-pyrido[4,3-b]carbazole-1-carbonitrile COC=1C=CC=2C=3C=C4C(=C(C3N(C2C1)C)C)C=CN=C4C#N